C(C)(C)(C)OC(CCCN(C1=C2CN(C(C2=CC=C1)=O)C1C(N(C(CC1)=O)C(=O)OC(C)(C)C)=O)C)=O tert-butyl 3-(4-((4-(tert-butoxy)-4-oxobutyl) (methyl) amino)-1-oxoisoindolin-2-yl)-2,6-dioxopiperidine-1-carboxylate